(R)-N-(2,3-dihydro-1H-inden-1-yl)-2-acetylenyl-thiazole-4-carboxamide [C@H]1(CCC2=CC=CC=C12)NC(=O)C=1N=C(SC1)C#C